Tert-butyl (S)-(5-amino-1-(3-bromo-2-chloro-5-methylphenoxy)-5-oxopentan-2-yl)carbamate NC(CC[C@@H](COC1=C(C(=CC(=C1)C)Br)Cl)NC(OC(C)(C)C)=O)=O